(E)-1-[2-(Cyclohexylmethoxy)-6-hydroxyphenyl]-3-[4-(methoxymethoxy)phenyl]prop-2-en-1-one C1(CCCCC1)COC1=C(C(=CC=C1)O)C(\C=C\C1=CC=C(C=C1)OCOC)=O